2-[(3-methoxy-3-methyl-butanoyl)amino]-4-[(2-methoxy-2-methyl-propyl)-[4-(5,6,7,8-tetrahydro-1,8-naphthyridin-2-yl)butyl]amino]butanoic acid COC(CC(=O)NC(C(=O)O)CCN(CCCCC1=NC=2NCCCC2C=C1)CC(C)(C)OC)(C)C